2-chloro-N-(4-(1-(fluoromethyl)-4-(trifluoromethyl)-1H-imidazol-2-yl)benzyl)-5-methoxypyrimidine ClC1N(C=C(C=N1)OC)CC1=CC=C(C=C1)C=1N(C=C(N1)C(F)(F)F)CF